C1(CC1)CNC1=C2C(=NC=3C=C(C(=CC13)OC)OCCCN1CC3(CN3)CC1)CCC2 N-(cyclopropylmethyl)-6-(3-{1,5-diazaspiro[2.4]heptan-5-yl}propoxy)-7-methoxy-1H,2H,3H-cyclopenta[b]quinolin-9-amine